C(C1=CC=CC=C1)OCC1=CC=C(C=C1)NC(=O)C=1C=CC(=C(C1)C=1C=C(C(=NC1)C)C(=O)O)C 5-[5-[[4-(benzyloxymethyl)phenyl]carbamoyl]-2-methyl-phenyl]-2-methyl-pyridine-3-carboxylic acid